10-chloro-4,6,8-trimethylundecyl ethoxymethyl ether C(C)OCOCCCC(CC(CC(CC(C)Cl)C)C)C